COC1=CC=C(C=C1)CN1C(CC2(CC1C=1N=NN(C1)C)C(NC1=CC(=CC=C12)C(F)(F)F)=O)C [(4-methoxyphenyl)methyl]-2'-methyl-6'-(1-methyltriazol-4-yl)-6-(trifluoromethyl)spiro[indoline-3,4'-piperidine]-2-one